O[C@@H]1[C@H](CCC=2C=C(C=NC12)C#N)[C@@H]1N2C(C3=CC=CC=C13)=CN=C2 (7R,8R)-8-hydroxy-7-((S)-5H-imidazo[5,1-a]isoindol-5-yl)-5,6,7,8-tetrahydroquinoline-3-carbonitrile